C(C)(C)(C)N1CCC(CC1)N1N=NC(=C1)[C@H](C=1C=NC=C(C1)C)NC=1C=C2C(=C(C=NC2=C(C1)Cl)C#N)NC1=CC(=C(C=C1)F)Cl (S)-6-(((1-(1-(tert-butyl)piperidin-4-yl)-1H-1,2,3-triazol-4-yl)(5-methylpyridin-3-yl)methyl)amino)-8-chloro-4-((3-chloro-4-fluorophenyl)amino)quinoline-3-carbonitrile